(3-Ethoxy-5-{6-[2-(7-fluoro-4-methoxy-2-methyl-indol-1-yl)-ethylamino]-pyrimidin-4-yl}thiophen-2-yl)-urea C(C)OC1=C(SC(=C1)C1=NC=NC(=C1)NCCN1C(=CC2=C(C=CC(=C12)F)OC)C)NC(=O)N